C1(=CC=C(C=C1)C=O)C1=CC=C(C=C1)C=O 4,4'-biphenyldialdehyde